4-(tetrahydro-2H-pyran-2-yl)-2,4-dihydro-1H-cyclobuta[b]carbazol-1-one O1C(CCCC1)N1C=2C=CC=CC2C=2C=C3C(=CC12)CC3=O